1,3-bis(diisopropylphenyl)-imidazolium chloride [Cl-].C(C)(C)C=1C(=C(C=CC1)N1C=[N+](C=C1)C1=C(C(=CC=C1)C(C)C)C(C)C)C(C)C